ethyl 2-((3-(4-methoxybenzyl)-4-oxo-3,4-dihydrophthalazin-1-yl)methoxy)acetate COC1=CC=C(CN2N=C(C3=CC=CC=C3C2=O)COCC(=O)OCC)C=C1